(S)- and (R)-4-(2-((2-(6-(1H-imidazol-1-yl)-1H-indol-3-yl)-2-oxo-1-phenylethyl)amino)eth-yl)benzonitrile N1(C=NC=C1)C1=CC=C2C(=CNC2=C1)C([C@H](C1=CC=CC=C1)NCCC1=CC=C(C#N)C=C1)=O |r|